BrC=1C(=NC=C(C1)Cl)N(C(=O)C1CN(C1)C(=O)OC(C)(C)C)CC1=CC=C(C=C1)OC tert-butyl 3-((3-bromo-5-chloropyridin-2-yl)(4-methoxybenzyl)carbamoyl)azetidine-1-carboxylate